(hydroxy(phenyl)methyl)(2-((2R,3S,4S,5S)-3,4,5-trihydroxy-6-(4-methoxyphenoxy)tetrahydro-2H-pyran-2-yl)ethyl)phosphinic acid OC(C1=CC=CC=C1)P(O)(=O)CC[C@H]1OC([C@H]([C@H]([C@@H]1O)O)O)OC1=CC=C(C=C1)OC